O=C1N(CC[C@]12CN(CC2)C(=O)[C@@H]2N(CC2)C(C2=CC=CC=C2)(C2=CC=CC=C2)C2=CC=CC=C2)CC(=O)N 2-((S)-1-oxo-7-((R)-1-tritylazetidine-2-carbonyl)-2,7-diazaspiro[4.4]non-2-yl)acetamide